S1CNCC1 4,3-dihydro-thiazol